2-((4-amino-2-(ethoxymethyl)-7-(3-(4-methylpiperazin-1-yl)propyl)-1H-imidazo[4,5-c]quinolin-1-yl)methyl)-2-methylpropane-1,3-diol NC1=NC=2C=C(C=CC2C2=C1N=C(N2CC(CO)(CO)C)COCC)CCCN2CCN(CC2)C